7-(difluoro-methyl)-N-(4-methoxy-2-(2-meth-oxyethoxy)-pyrimidin-5-yl)quinolin-4-amine FC(C1=CC=C2C(=CC=NC2=C1)NC=1C(=NC(=NC1)OCCOC)OC)F